NC1(CC1)C(=O)OCC1=CC=CC=C1 benzyl 1-aminocyclopropanecarboxylate